di(2-aminoethyl)urea NCCNC(NCCN)=O